N1C=NC=2C(NC=CC21)=O 1H-imidazo[4,5-c]pyridin-4(5H)-one